N1=CCCC12C(NCC2)=O 1,7-diazaspiro[4.4]non-1-en-6-one